N-(4-{[6-(5-chloro-2-fluorophenyl)-3-(oxetan-3-yl)pyridazin-4-yl]amino}pyridin-2-yl)-3-(4-methylpiperazin-1-yl)propanamide ClC=1C=CC(=C(C1)C1=CC(=C(N=N1)C1COC1)NC1=CC(=NC=C1)NC(CCN1CCN(CC1)C)=O)F